NCC[C@@H](C(=O)NC=1C=C(N(C1)C)C(=O)NC=1N=C(N(C1)C)C(=O)OCC)NC(=O)OCC1C2=CC=CC=C2C=2C=CC=CC12 ethyl 4-{4-[(2S)-4-amino-2-{[(9H-fluoren-9-ylmethoxy)carbonyl]amino}butanamido]-1-methylpyrrole-2-amido}-1-methylimidazole-2-carboxylate